(2R,3S)-N-(9-chloro-5-(3,5-dimethyl-phenyl)-2-oxo-2,3-dihydro-1H-1,4-benzodiazepin-3-yl)-3-(4,4,4-trifluorobutyl)-2-(3,3,3-trifluoropropyl)succinamide ClC1=CC=CC=2C(=NC(C(NC21)=O)NC([C@@H]([C@@H](C(=O)N)CCCC(F)(F)F)CCC(F)(F)F)=O)C2=CC(=CC(=C2)C)C